aluminum-gallium [Ga].[Al]